(2,6-dichloro-4-triisopropylsilyloxy-phenyl)-(2-fluoro-4-methoxy-3-phenyl-phenyl)methanol ClC1=C(C(=CC(=C1)O[Si](C(C)C)(C(C)C)C(C)C)Cl)C(O)C1=C(C(=C(C=C1)OC)C1=CC=CC=C1)F